C(#N)C1=C(C=CC(=C1)B1OC(C(O1)(C)C)(C)C)NS(=O)(=O)C N-[2-cyano-4-(4,4,5,5-tetramethyl-1,3,2-dioxaborolan-2-yl)phenyl]methanesulfonamide